1,3-dichloroisoquinoline ClC1=NC(=CC2=CC=CC=C12)Cl